2-((1r,4r)-4-(8-methylimidazo[1,2-a]pyrido[3,2-e]pyrazin-9-yl)cyclohexyl)acetonitrile CC=1N=C2N(C3=C(N=C2)C=CC=N3)C1C1CCC(CC1)CC#N